COC(C(CC)N1C(C2=CC=C(C=C2C1)OC1CCNCC1)=O)=O 2-(1-Oxo-5-(piperidin-4-yloxy)isoindolin-2-yl)butyric acid methyl ester